N1C(=NC2=C1C=CC=C2)CNCCC=2SC=C(N2)C(=O)NCC2=NC(=CC=C2)C 2-{2-[(1H-1,3-Benzodiazol-2-ylmethyl)amino]ethyl}-N-[(6-methylpyridin-2-yl)methyl]-1,3-thiazole-4-carboxamide